1-methyl-1H-pyrazol-3-ylamine CN1N=C(C=C1)N